2-((2-((S)-4-(difluoromethyl)-2-carbonyloxazolidin-3-yl)-6,7-dihydro-5H-benzo[b]imidazo[2,1-d][1,5]oxazocin-10-yl)amino)propanamide FC([C@H]1N(C(OC1)=C=O)C=1N=C2C3=C(OCCCN2C1)C=C(C=C3)NC(C(=O)N)C)F